2-amino-2-methyl-1,3-propanediol linoleate C(CCCCCCC\C=C/C\C=C/CCCCC)(=O)OCC(CO)(C)N